BrC=1C(=NC(=NC1OC)N)C(C)(F)F 5-bromo-4-(1,1-difluoroethyl)-6-methoxy-pyrimidin-2-amine